(S)-((1-bromopent-1-yn-3-yl)oxy)(tert-butyl)dimethylsilane BrC#C[C@H](CC)O[Si](C)(C)C(C)(C)C